fmoc-propylenediamine C(=O)(OCC1C2=CC=CC=C2C2=CC=CC=C12)NC(CN)C